NCC#CCNC(=O)C=1OC(=CC1)C#CCN N-(4-aminobut-2-yn-1-yl)-5-(3-aminoprop-1-yn-1-yl)furan-2-carboxamide